FC1=CC=C(C=C1)NC(SC)=C1C(CN(N(C1=O)C(=O)OC(C)(C)C)C=1C=NC(=CC1)C(F)(F)F)=O tert-butyl (5EZ)-5-(((4-fluorophenyl) amino) (methylthio) methylene)-4,6-dioxo-2-[6-(trifluoromethyl) pyridin-3-yl]-tetrahydropyridazin-1(2H)-carboxylate